5-((R)-2-methoxy-2-phenylacetyl)-1,4,5,6-tetrahydropyrrolo[3,4-c]pyrazole CO[C@@H](C(=O)N1CC=2NN=CC2C1)C1=CC=CC=C1